COC=1C=C(C(=O)C=[S](C)(C)Br)C=CC1 3-(methoxy)benzoylmethylenedimethyl-sulphur bromide